NC1=CC(=NC=N1)C=1C=C(C=C(C1)Cl)C1(COC2(CC2)CN1C(C=C)=O)C 1-(6-(3-(6-aminopyrimidin-4-yl)-5-chlorophenyl)-6-methyl-4-oxa-7-azaspiro[2.5]octan-7-yl)prop-2-en-1-one